3-((3-(((tert-butyldimethylsilyl)oxy)methyl)pyridin-2-yl)amino)piperidine-2,6-dione [Si](C)(C)(C(C)(C)C)OCC=1C(=NC=CC1)NC1C(NC(CC1)=O)=O